NC=1C=C(C=C2C=C(N=CC12)NC(=O)[C@H]1[C@H](C1)F)C1=CC(N(C=C1C)CC)=O |r| (±)-cis-N-[8-amino-6-(1-ethyl-5-methyl-2-oxo-4-pyridinyl)-3-isoquinolinyl]-2-fluoro-cyclopropanecarboxamide